3-methyl-4-(1-methylethyl)phenol CC=1C=C(C=CC1C(C)C)O